FC1(CC(C1)CS(=O)(=O)C1=CC=C(O1)C(=O)O[Li])F [5-[(3,3-difluorocyclobutyl)methylsulfonyl]furan-2-carbonyl]oxylithium